(S)-5-chloro-2-(2-methyl-4-(piperidin-4-yl)benzo[d][1,3]dioxan-2-yl)pyridine ClC=1C=CC(=NC1)[C@]1(OC(C2=C(O1)C=CC=C2)C2CCNCC2)C